O=C([C@H](CC1=CC=CC=C1)NC(OC(C)(C)C)=O)N1CCNCC1 tert-butyl (S)-(1-oxo-3-phenyl-1-(piperazin-1-yl)propan-2-yl)carbamate